FC1(CN(CC[C@H]1NC1=NN2C(C(=N1)OC([2H])([2H])[2H])=C(C=C2)C=2C=CC1=C(N(N=N1)CCF)C2)S(=O)(=O)C)F (R)-N-(3,3-difluoro-1-(methylsulfonyl)piperidin-4-yl)-5-(1-(2-fluoroethyl)-1H-benzo[d][1,2,3]triazol-6-yl)-4-(methoxy-d3)pyrrolo[2,1-f][1,2,4]triazin-2-amine